CC1C(NC2(CCN(C2)C#N)C(N1)=O)=O 8-Methyl-7,10-dioxo-2,6,9-triazaspiro[4.5]decane-2-carbonitrile